NC1=NC=CC(=C1)N1S(N(CC1)CCC(CCOC1=NC=C(C=C1)C=1N=NN(N1)CC)(C)C)(=O)=O 2-(2-aminopyridin-4-yl)-5-(5-((5-(2-ethyl-2H-tetrazol-5-yl)pyridin-2-yl)oxy)-3,3-dimethylpentyl)-1,2,5-thiadiazolidine 1,1-dioxide